ClC1=CC=C(C(=O)C2=C(N(C3=CC(=CC=C23)C(C)C)CC2CCC2)CC(C(=O)O)(C)C)C=C1 (3-(4-chlorobenzoyl)-1-(cyclobutylmethyl)-6-isopropyl-1H-indol-2-yl)-2,2-dimethylpropanoic acid